2-(allyloxy)-1-(chloro(phenyl)methyl)-3-chlorobenzene C(C=C)OC1=C(C=CC=C1Cl)C(C1=CC=CC=C1)Cl